N-[(pentafluorophenoxy)(((S)-1-(2-ethylbutyloxycarbonyl)-2-phenylethyl)amino)phosphoryl]-L-phenylalanine-2-ethylbutyl ester C(C)C(COC([C@@H](NP(=O)(N[C@@H](CC1=CC=CC=C1)C(=O)OCC(CC)CC)OC1=C(C(=C(C(=C1F)F)F)F)F)CC1=CC=CC=C1)=O)CC